FC=1C=C(C=C(C1)F)[C@@H]1CC[C@H]2OC3(C(N21)=O)CCN(CC3)C(=O)C=3C=C2C(=NC3)SN=N2 (5'S,7a'R)-5'-(3,5-difluorophenyl)-1-([1,2,3]thiadiazolo-[5,4-b]pyridine-6-carbonyl)tetrahydro-3'H-spiro[piperidine-4,2'-pyrrolo[2,1-b]-[1,3]oxazol]-3'-one